3-[6-amino-1-[(4-amino-2-fluoro-phenyl)methyl]pyrazolo[3,4-d]pyrimidine-4-yl]benzonitrile NC1=NC(=C2C(=N1)N(N=C2)CC2=C(C=C(C=C2)N)F)C=2C=C(C#N)C=CC2